1-[4-({9-amino-1H,2H,3H-cyclopenta[b]quinolin-7-yl}oxy)phenyl]ethan-1-one NC1=C2C(=NC=3C=CC(=CC13)OC1=CC=C(C=C1)C(C)=O)CCC2